undecane-3,5-diol CCC(CC(CCCCCC)O)O